2-((3-(pyridin-3-yl)isoxazol-5-yl)methyl)oxazole-4-carboxylic acid N1=CC(=CC=C1)C1=NOC(=C1)CC=1OC=C(N1)C(=O)O